OC1=C(OC2=CC(=CC(=C2C1=O)O)O)C1=CC(=CC=C1)O 3,3',5,7-tetrahydroxyflavone